O1C(=NC=C1)C1=CC=C(C(=O)N)C=C1 4-(oxazol-2-yl)benzamide